3-(((S)-oxetan-2-yl)methyl)-1H-benzo[d]imidazole-6-carboxylic acid O1[C@@H](CC1)CN1CNC2=C1C=CC(=C2)C(=O)O